3-(4-bromo-2-chloro-5-methyl-phenyl)-3-methyl-cyclopentanone BrC1=CC(=C(C=C1C)C1(CC(CC1)=O)C)Cl